CN1N=C(C=C1C)NC1=NC=C(C(=N1)C1=CNC2=C(C=CC=C12)N1C(C2=C(C=CC(=C2C1)C=1C=NC=C(C1)C)F)=O)C 2-(3-(2-((1,5-dimethyl-1H-pyrazol-3-yl)amino)-5-methylpyrimidin-4-yl)-1H-indol-7-yl)-7-fluoro-4-(5-methylpyridin-3-yl)isoindolin-1-one